1,3,5-tris(4-carboxyphenyl)benzoic acid C(=O)(O)C1=CC=C(C=C1)C1(C(=O)O)CC(=CC(=C1)C1=CC=C(C=C1)C(=O)O)C1=CC=C(C=C1)C(=O)O